COC=1C=C(OC2=CC=C(C=C2)N2N=C3C(NCC[C@@H]3N3CCN(CC3)C(C=C)=O)=C2C(=O)N)C=CC1 (7S)-2-[4-(3-methoxyphenoxy)phenyl]-7-[4-(prop-2-enoyl)piperazin-1-yl]-4,5,6,7-tetrahydro-2H-pyrazolo[4,3-b]pyridine-3-carboxamid